amino-[1,1':4',1''-terphenyl]-4,4''-dicarboxylic acid cerium [Ce].NC1=C(C=CC(=C1)C(=O)O)C1=CC=C(C=C1)C1=CC=C(C=C1)C(=O)O